tert-butyl 3-[2-chloro-7-methyl-4-[3-(trifluoromethyl)-1-bicyclo[1.1.1]pentanyl]pteridin-6-yl]azetidine-1-carboxylate ClC1=NC2=NC(=C(N=C2C(=N1)C12CC(C1)(C2)C(F)(F)F)C2CN(C2)C(=O)OC(C)(C)C)C